(2R,3S)-2-(3-(4-fluoro-1H-benzo[d]imidazol-1-yl)propyl)piperidin-3-ol dihydrochloride Cl.Cl.FC1=CC=CC=2N(C=NC21)CCC[C@H]2NCCC[C@@H]2O